FC(C1=CC=C(C=C1)[C@@H]1OC2=CC=CC=C2C=C1)(F)F (R)-2-(4-(trifluoromethyl)phenyl)-2H-chromene